OC(CC1=CC(=C(C=C1C(=O)N)C(=O)N)CC(CO)O)CO bis(2,3-dihydroxypropyl)-1,3-benzenedicarboxamide